C1(=CC(=CC2=CC=CC=C12)C(=O)[O-])C(=O)[O-] 1,3-Naphthalenedicarboxylate